2-(N-Ethyl-N-((7-fluoro-3,4-dihydro-4-oxoquinazolin-2-yl)methyl)amino)-N-(2,6-dichlorophenyl)-N-methylacetamide C(C)N(CC1=NC2=CC(=CC=C2C(N1)=O)F)CC(=O)N(C)C1=C(C=CC=C1Cl)Cl